C(C(=C)C)(=O)OCCC[Si](OC)(OC)C 3-methacryloyloxypropyl-methyl-dimethoxysilane